ClC1=NC=CC(=N1)C1=C(N=C(S1)C(C)C)C1=CC=C(C=C1)F 5-(2-chloropyrimidin-4-yl)-4-(4-fluorophenyl)-2-isopropylthiazole